9-methyl-10-oxo-7-phenyl-3,9-diazaspiro[5.5]undecan CN1CC(C2(CCNCC2)CC1=O)C1=CC=CC=C1